7-(t-butoxycarbonyl)-6,7,8,9-tetrahydro-5H-pyrido[2,3-d]azepine-1-oxide C(C)(C)(C)OC(=O)N1CCC=2C(CC1)=CC=C[N+]2[O-]